(1S,9R)-8-oxa-3,4,5,11-tetrazatricyclo[7.3.0.02,6]dodeca-2(6),4-dien [C@@H]12C=3NN=NC3CO[C@H]2CNC1